(3R)-1-(4-(methoxycarbonyl)phenyl)-1,2,3,4-tetrahydroisoquinoline-3-carboxylic acid methyl ester COC(=O)[C@@H]1NC(C2=CC=CC=C2C1)C1=CC=C(C=C1)C(=O)OC